N1=CC(=C2N1C=CN=C2)C=O (pyrazolo[1,5-a]pyrazin-3-yl)methanone